2-(((1s,4s)-4-((phenyl(m-tolyl)carbamoyl-oxy)methyl)cyclohexyl)methoxy)acetic acid C1(=CC=CC=C1)N(C(=O)OCC1CCC(CC1)COCC(=O)O)C=1C=C(C=CC1)C